(R)-3-((2S,3S,E)-2-allyl-3-hydroxy-5-phenylpent-4-enoyl)-4-benzyloxazolidin-2-one C(C=C)[C@H](C(=O)N1C(OC[C@H]1CC1=CC=CC=C1)=O)[C@H](\C=C\C1=CC=CC=C1)O